C12(CC1)CNC(C1=CC=CC=C12)=O spiro[3H-isoquinoline-4,1'-cyclopropane]-1-one